4-((S)-2-(3-((S)-2-(tert-Butoxycarbonylamino)-3-methylbutanoyloxy)-4-methoxybenzoyloxy)-2-(3-(cyclopropylmethoxy)-4-(difluoromethoxy)phenyl)ethyl)-3,5-dichloropyridine 1-oxide C(C)(C)(C)OC(=O)N[C@H](C(=O)OC=1C=C(C(=O)O[C@@H](CC2=C(C=[N+](C=C2Cl)[O-])Cl)C2=CC(=C(C=C2)OC(F)F)OCC2CC2)C=CC1OC)C(C)C